(trans)-Methyl 4-(2-chloro-3,4-difluorophenyl)-6-(4-(N-(2-hydroxyethyl)acetamido)cyclohexyl)-2-(thiazol-2-yl)-1,4-dihydropyrimidine-5-carboxylate ClC1=C(C=CC(=C1F)F)C1N=C(NC(=C1C(=O)OC)[C@@H]1CC[C@H](CC1)N(C(C)=O)CCO)C=1SC=CN1